(Z)-2-(3-(4-chlorophenyl)-N'-((4-chlorophenyl)sulfonyl)-4-phenyl-1,4,5,6-tetrahydropyridazine-1-carboximidamido)-3-methylbutanamide ClC1=CC=C(C=C1)C1=NN(CCC1C1=CC=CC=C1)\C(\NC(C(=O)N)C(C)C)=N/S(=O)(=O)C1=CC=C(C=C1)Cl